1-(bromomethyl)-6-(trifluoromethyl)-2,3-dihydro-1H-indene BrCC1CCC2=CC=C(C=C12)C(F)(F)F